O(C)C1C(CCCC1)N 2-methoxyl-cyclohexylamine